The molecule is a member of the class of isoxazoles that is the carbamate ester obtained by formal condensation of the carboxy group of 1-(2-chlorophenyl)ethyl hydrogen carbonate with the amino group of 3-({[4-(4-amino-3-methyl-1,2-oxazol-5-yl)phenyl]methyl}sulfanyl)propanoic acid. It is a member of isoxazoles, a carbamate ester, a member of monochlorobenzenes, an organic sulfide and a monocarboxylic acid. CC1=NOC(=C1NC(=O)OC(C)C2=CC=CC=C2Cl)C3=CC=C(C=C3)CSCCC(=O)O